(6-benzyl-6-methoxy-2-azaspiro[3.3]hept-2-yl)((1s,3s)-3-hydroxy-3-methylcyclobutyl)methanone C(C1=CC=CC=C1)C1(CC2(CN(C2)C(=O)C2CC(C2)(C)O)C1)OC